P=N[PH4] 3λ5-diphosphazene